C1(CCCCC1)CCNC=O N-(2-cyclohexylethyl)formamide